P(O)(=O)(OP(=O)(O)OP(=O)(O)O)OC[C@@H]1[C@H]([C@H]([C@@H](O1)N1C(=O)N=C(NC(CCCC)=O)C=C1)O)O N4-pentanoyl-cytidine triphosphate